C(N)(=N)C1=CC=C(C=C1)COC1=C(C(=NN1C(=O)C=1C(=C(C(=O)O)C=CC1)Cl)C1CCN(CC1)S(=O)(=O)N1CCCC1)OC 3-{5-[(4-carbamimidoylphenyl)methoxy]-4-methoxy-3-[1-(pyrrolidine-1-sulfonyl)piperidin-4-yl]-1H-pyrazole-1-carbonyl}-2-chlorobenzoic acid